CC1=C(C=C(C=C1)[N+](=O)[O-])N1N=CC(=C1)C1=NC=CC=C1C=1C=NC=CC1 (1-(2-methyl-5-nitrophenyl)-1H-pyrazol-4-yl)-3,3'-bipyridine